4-(3-isopropyl-1H-pyrrolo[2,3-c]pyridin-5-yl)piperidine-1-carboxylic acid tert-butyl ester C(C)(C)(C)OC(=O)N1CCC(CC1)C=1C=C2C(=CN1)NC=C2C(C)C